benzyl (1-(tert-butyl)-3-(rac-(1R,3R,4S)-3-fluoro-4-(((4-nitrophenoxy)carbonyl)oxy)cyclopentyl)-1H-pyrazol-5-yl)carbamate C(C)(C)(C)N1N=C(C=C1NC(OCC1=CC=CC=C1)=O)[C@H]1C[C@H]([C@H](C1)OC(=O)OC1=CC=C(C=C1)[N+](=O)[O-])F |r|